C(#N)[C@H](C[C@H]1C(NCCC1)=O)NC([C@H](CC1C(C1)(F)F)NC(=O)C=1NC2=CC=CC(=C2C1)OC)=O N-((2S)-1-(((S)-1-cyano-2-((S)-2-oxopiperidin-3-yl)ethyl)amino)-3-(2,2-difluorocyclopropyl)-1-oxopropan-2-yl)-4-methoxy-1H-indole-2-carboxamide